5-(1-(3-(difluoromethyl)benzyl)-4-hydroxypiperidin-4-yl)-2-(2,6-dioxopiperidin-3-yl)isoindoline-1,3-dione FC(C=1C=C(CN2CCC(CC2)(O)C=2C=C3C(N(C(C3=CC2)=O)C2C(NC(CC2)=O)=O)=O)C=CC1)F